N-{2-[({2-methoxy-6-[(2-methyl[1,1'-biphenyl]-3-yl)methoxy]pyridin-3-yl}methyl)amino]ethyl}acetamide COC1=NC(=CC=C1CNCCNC(C)=O)OCC=1C(=C(C=CC1)C1=CC=CC=C1)C